2-Cyclooctyl-2-[(5-methyl-pyridin-2-yl)amino]-N-(2-oxospiro[1H-indole-3,4'-oxane]-6-yl)acetamide C1(CCCCCCC1)C(C(=O)NC1=CC=C2C(=C1)NC(C21CCOCC1)=O)NC1=NC=C(C=C1)C